1-(4-(sec-butoxy)cyclohexyl)ethan-1-ol C(C)(CC)OC1CCC(CC1)C(C)O